(S)-3-(2-benzyl-3-chloro-7-oxo-2,4,5,7-tetrahydro-6H-pyrazolo[3,4-c]pyridin-6-yl)-9-(cyclopropanecarbonyl)-1-methyl-3,4,8,9,10,11-hexahydro-[1,4]oxazepino[3,2-f]isoquinolin-2(1H)-one C(C1=CC=CC=C1)N1N=C2C(N(CCC2=C1Cl)[C@@H]1C(N(C2=C3CCN(CC3=CC=C2OC1)C(=O)C1CC1)C)=O)=O